N-(3-chloro-5-(methylsulfonamido)phenyl)-5-(4-methylpiperazine-1-carbonyl)-1-(pyridin-2-yl)-1H-pyrrole-3-carboxamide ClC=1C=C(C=C(C1)NS(=O)(=O)C)NC(=O)C1=CN(C(=C1)C(=O)N1CCN(CC1)C)C1=NC=CC=C1